ethyl 7-bromo-6-methoxy-1H-benzofuro[3,2-c]pyrazole-3-carboxylate BrC=1C(=CC2=C(C1)C=1NN=C(C1O2)C(=O)OCC)OC